C(C(C)CCCCCCCC\C=C/CCCCCCCC(=O)[O-])CCCCCCCC\C=C/CCCCCCCC(=O)[O-].[Ti+4].NC(C[C@@H](C#CC1=NC=CN=C1)NC(=O)[C@H]1N(CCC1)C(=O)C1(CC1)C1=CC=C(C=C1)OC(F)(F)F)=O.C(C(C)CCCCCCCC\C=C/CCCCCCCC(=O)[O-])CCCCCCCC\C=C/CCCCCCCC(=O)[O-] (2S)-N-[(1S)-1-(2-amino-2-oxo-ethyl)-3-pyrazin-2-yl-prop-2-ynyl]-1-[1-[4-(trifluoromethoxy)phenyl]cyclopropanecarbonyl]pyrrolidine-2-carboxamide titanium propylenedioleate